8-hydroxy-4,6-dimethylnonyl ethoxymethyl ether C(C)OCOCCCC(CC(CC(C)O)C)C